N1(N=CC=C1)C1=CC=C(C=C1)[C@H]1[C@@H](CC1)N1C2=NC(=NC=C2NC1=O)C1=C(C=CC=C1)C(C)C 9-((1R,2S)-2-(4-(1H-pyrazol-1-yl)phenyl)cyclobutyl)-2-(2-isopropylphenyl)-7,9-dihydro-8H-purin-8-one